(5R,8S)-N-(4,5-dichloro-2-cyanophenyl)-1-fluoro-6,7,8,9-tetrahydro-5H-5,8-epimino-cyclohepta[c]pyridine-10-carboxamide ClC1=CC(=C(C=C1Cl)NC(=O)N1[C@@H]2CC[C@H]1CC=1C(=NC=CC12)F)C#N